S(=O)=C1C(C(=CC=C1)CBr)CBr sulfinylbis(bromomethyl)benzene